2-(2-fluoro-4-(2-((5-(1-methyl-3-(trifluoromethyl)-1H-pyrazol-5-yl)benzo[d]thiazol-2-yl)amino)-2-oxoethyl)phenoxy)nicotinamide FC1=C(OC2=C(C(=O)N)C=CC=N2)C=CC(=C1)CC(=O)NC=1SC2=C(N1)C=C(C=C2)C2=CC(=NN2C)C(F)(F)F